The molecule is a member of the class of chromanes that is gamma-CEHC in which the phenolic hydrogen is replaced by a beta-glucuronosyl residue. It has a role as a human metabolite. It is a beta-D-glucosiduronic acid, a member of chromanes and a dicarboxylic acid. It derives from a gamma-CEHC. It is a conjugate acid of a gamma-CEHC beta-glucuronide anion. CC1=C(C=C2CCC(OC2=C1C)(C)CCC(=O)O)O[C@H]3[C@@H]([C@H]([C@@H]([C@H](O3)C(=O)O)O)O)O